8-(dimethylamino)naphthalene CN(C=1C=CC=C2C=CC=CC12)C